FC(C(F)(F)F)(C=1C=2C=CC=3N(C2N=C(C1)C(F)(F)F)C=C(N3)C(=O)OCC)F ethyl 4-(perfluoroethyl)-2-(trifluoromethyl)imidazo[1,2-a][1,8]naphthyridine-8-carboxylate